C1(CC1)C=1C=CC(=C(C1)NC(=O)C=1OC(=CC1)C1CCOCC1)N1CCC(CC1)(C)CO N-(5-cyclopropyl-2-(4-(hydroxymethyl)-4-methylpiperidin-1-yl)phenyl)-5-(tetrahydro-2H-pyran-4-yl)furan-2-carboxamide